5-amino-N-((3-chloropyridin-2-yl)methyl)-2-methylbenzenesulfonamide NC=1C=CC(=C(C1)S(=O)(=O)NCC1=NC=CC=C1Cl)C